N-(3-carbamoyl-4-fluoro-phenyl)-6-[2-chloro-4-(trifluoromethoxy)phenoxy]-2-fluoro-3-(trifluoromethyl)benzamide C(N)(=O)C=1C=C(C=CC1F)NC(C1=C(C(=CC=C1OC1=C(C=C(C=C1)OC(F)(F)F)Cl)C(F)(F)F)F)=O